methyl (2R)-3-(1-(1-(2-methoxy-2-oxoethyl)-2-oxo-5-phenyl-2,3-dihydro-1H-benzo[e][1,4]diazepin-3-yl)-1H-1,2,3-triazol-4-yl)-2-(2-(6-methoxybenzofuran-3-yl)acetamido)propanoate COC(CN1C(C(N=C(C2=C1C=CC=C2)C2=CC=CC=C2)N2N=NC(=C2)C[C@H](C(=O)OC)NC(CC2=COC1=C2C=CC(=C1)OC)=O)=O)=O